2-(pyridin-4-yl)-3H-imidazo[4,5-g]quinoline-4,9-dione N1=CC=C(C=C1)C=1NC2=C(C(C=3C=CC=NC3C2=O)=O)N1